(S)-1-(3-(trifluoromethyl)phenyl)ethane-1-amine hydrochloride Cl.FC(C=1C=C(C=CC1)[C@H](C)N)(F)F